(5-Cyclohexyl-1H-pyrazol-3-yl)(6-(cyclopropanecarbonyl)-2,6-diazaspiro[3.3]heptan-2-yl)methanone C1(CCCCC1)C1=CC(=NN1)C(=O)N1CC2(C1)CN(C2)C(=O)C2CC2